C(C1=CC=CC=C1)N1N=NC(=C1)CN1C(C(=C(C1O)Cl)Cl)=O 1-(1-Benzyl-1H-[1,2,3]triazol-4-ylmethyl)-3,4-dichloro-5-hydroxy-1,5-dihydro-pyrrol-2-one